1-bromo-3-((3-bromobenzyl)oxy)propan-2-one BrCC(COCC1=CC(=CC=C1)Br)=O